1-(2-((4-(4-(1-acetyl-4-((4-chlorophenyl)amino)-2-methyl-1,2,3,4-tetrahydroquinolin-6-yl)phenyl)piperazin-1-yl)methyl)phenyl)dihydropyrimidine-2,4(1H,3H)-dione C(C)(=O)N1C(CC(C2=CC(=CC=C12)C1=CC=C(C=C1)N1CCN(CC1)CC1=C(C=CC=C1)N1C(NC(CC1)=O)=O)NC1=CC=C(C=C1)Cl)C